rac-(1S*,2S*)-N-(6-chloro-2-(3-hydroxyoxetan-3-yl)pyrimidin-4-yl)-2-(4-methylpyrimidin-2-yl)cyclopropane-1-carboxamide ClC1=CC(=NC(=N1)C1(COC1)O)NC(=O)[C@@H]1[C@H](C1)C1=NC=CC(=N1)C |r|